(2S,3R,4S,5S,6S)-2-(((R)-11-hydroxy-6-methyl-5,6,6a,7-tetrahydro-4H-dibenzo[de,g]quinolin-10-yl)oxy)-6-(methoxycarbonyl)tetrahydro-2H-pyran-3,4,5-triyltriacetate OC1=C(C=CC2=C1C1=C3C(CCN([C@@H]3C2)C)=CC=C1)O[C@@H]1O[C@@H]([C@H]([C@@H]([C@H]1CC(=O)[O-])CC(=O)[O-])CC(=O)[O-])C(=O)OC